O=C1NC(CCC1N1C2=C(C3=CC(=CC=C13)CCCOCCNC(OC(C)(C)C)=O)C=CC=N2)=O tert-butyl (2-(3-(9-(2,6-dioxopiperidin-3-yl)-9H-pyrido[2,3-b]indol-6-yl)propoxy)ethyl)carbamate